2-(4-chlorophenyl)-5-(ethylsulfanyl)-4-iodo-1-methyl-1H-imidazole ClC1=CC=C(C=C1)C=1N(C(=C(N1)I)SCC)C